CN1C=CC2=NC(=CC=C21)NC2=CC(=NC=N2)NC2=C(C(=O)N)C=CC=C2 2-((6-((1-methyl-1H-pyrrolo[3,2-b]pyridin-5-yl)amino)pyrimidin-4-yl)amino)benzamide